lithium tetrafluoropropyl sulfate S(=O)(=O)(OC(CC(F)(F)F)F)[O-].[Li+]